(4R)-N-(3-bromo-2-methyl-phenyl)-4-(4-hydroxy-1-piperidyl)-4,5,6,7-tetrahydropyrazolo[1,5-a]pyridine-2-carboxamide BrC=1C(=C(C=CC1)NC(=O)C1=NN2C([C@@H](CCC2)N2CCC(CC2)O)=C1)C